2,5-bis(trifluorophenyl)thiophene FC1=C(C(=C(C=C1)C=1SC(=CC1)C1=C(C(=C(C=C1)F)F)F)F)F